2,3-diphenyl-6-(quinolin-6-yl)pyrazolo[1,5-a]pyrimidin-7(4H)-one C1(=CC=CC=C1)C1=NN2C(NC=C(C2=O)C=2C=C3C=CC=NC3=CC2)=C1C1=CC=CC=C1